FC1=C(C=C(C=C1F)C1=C(C=CC=C1C)C)[C@H](CC(=O)O)NC[C@H](CC(C)C)N1N=C(C=C(C1=O)C)CCN1CC(C1)F (S)-3-(4,5-difluoro-2',6'-dimethyl-[1,1'-biphenyl]-3-yl)-3-((S)-2-(3-(2-(3-Fluoroazetidin-1-yl)ethyl)-5-methyl-6-oxopyridazin-1(6H)-yl)-4-methylpentanylamino)propionic acid